FC(C)(F)C=1C=C(C=CC1)NC(=O)C=1C(=NN(C1)C1=CC=C(C=C1)OC(F)F)C N-(3-(1,1-difluoroethyl)phenyl)-1-(4-(difluoromethoxy)phenyl)-3-methyl-1H-pyrazole-4-carboxamide